8-methoxy-N-[(1R)-1-[3-nitro-5-(trifluoromethyl)phenyl]ethyl]-7-(tetramethyl-1,3,2-dioxaborolan-2-yl)pyrazolo[1,5-a]quinazolin-5-amine COC1=C(C=C2C(=NC=3N(C2=C1)N=CC3)N[C@H](C)C3=CC(=CC(=C3)C(F)(F)F)[N+](=O)[O-])B3OC(C(O3)(C)C)(C)C